CC1=C(C=CC=C1C)C1=CN=C(S1)C(=O)N1[C@@H](C/C(/C1)=N/OC)CO (S,Z)-(5-(2,3-dimethylphenyl)thiazol-2-yl)(2-(hydroxymethyl)-4-(methoxyimino)pyrrolidin-1-yl)methanone